5-bromo-2-(4-bromophenyl)pyridine BrC=1C=CC(=NC1)C1=CC=C(C=C1)Br